N,N-dimethyl-N'-(2-oxo-1,2-dihydropyridin-4-yl)formamidine CN(C=NC1=CC(NC=C1)=O)C